C1CCC12NCCN(C2)C(=O)OCC[Si](C)(C)C 2-(trimethylsilyl)ethyl 5,8-diazaspiro[3.5]nonane-8-carboxylate